lithium 1-[(3R)-3-[3-(trifluoromethyl) phenoxy] pyrrolidin-1-yl]-4,4-difluorocyclohexane-1-carboxylate FC(C=1C=C(O[C@H]2CN(CC2)C2(CCC(CC2)(F)F)C(=O)[O-])C=CC1)(F)F.[Li+]